3-methyl-1-oxobutan-2-yl-carbamic acid methyl ester COC(NC(C=O)C(C)C)=O